1-N-((3R,4S)-4-((6-(2,6-dichloro-3,5-dimethoxyphenyl)pyrido[3,4-d]pyrimidin-2-yl)amino)tetrahydrofuran-3-yl)acrylamide ClC1=C(C(=C(C=C1OC)OC)Cl)C1=CC2=C(N=C(N=C2)N[C@H]2[C@H](COC2)NC(C=C)=O)C=N1